C(C)C=1SC(=C(N1)C(=O)OC[C@H]1N([C@@H]2C[C@@H]2C1)C=1C2=C(N=C(N1)Cl)CCC2)NC ((1r,3s,5r)-2-(2-chloro-6,7-dihydro-5H-cyclopenta[d]pyrimidin-4-yl)-2-azabicyclo[3.1.0]hex-3-yl)methanol ethyl-5-(methylamino)thiazole-4-carboxylate